[OH-].[Na+].S(=O)(=O)([O-])[O-].[Mg+2].[K+] potassium magnesium sulfate sodium hydroxide